BrC1=CC(=CC(=N1)N=C1S(CCCCCC1)(=O)(C)C)OC ((6-bromo-4-methoxypyridin-2-yl)imino)dimethyl-λ6-thiocanone